C(C)(C)(C)OC(=O)N1CC2(CC(C1)C2)COS(=O)(=O)C 1-(Methylsulfonyloxymethyl)-3-azabicyclo[3.1.1]heptane-3-carboxylic acid tert-butyl ester